[C@H]12CN(C[C@H](CC1)N2)C2=NC(=NC1=C(C(=C(C=C21)Cl)C2=CC(=CC1=CC=CC=C21)Cl)F)OC[C@]21CCCN1C[C@@H](C2)F 4-((1R,5S)-3,8-diazabicyclo[3.2.1]octan-3-yl)-6-chloro-7-(3-chloronaphthalen-1-yl)-8-fluoro-2-(((2R,7aS)-2-fluorotetrahydro-1H-pyrrolizin-7a(5H)-yl)methoxy)quinazoline